7-chloro-2-((4-chlorobenzyl)thio)benzo[d]oxazole ClC1=CC=CC=2N=C(OC21)SCC2=CC=C(C=C2)Cl